OC1N(CC2(CCC2)C1)C(=O)[O-] 7-hydroxy-6-azaspiro[3.4]octane-6-carboxylate